N-(2-Amino-5-methylphenyl)-N-methylcyclopropanesulfonamide NC1=C(C=C(C=C1)C)N(S(=O)(=O)C1CC1)C